CC(C)(C1=NC=CC=C1)NC(=O)[C@@H]1CN(CC[C@H]1NC(=O)C1=NOC(=C1)C1=C(C=C(C=C1)F)F)C1CCCCC1 (3R,4R)-1-cyclohexyl-4-{[5-(2,4-difluoro-phenyl)-isoxazole-3-carbonyl]-amino}-piperidine-3-carboxylic acid (1-methyl-1-pyridin-2-yl-ethyl)-amide